((1s,3s)-3-hydroxy-3-methylcyclobutyl)(7-(4,5,6,7-tetrahydropyrazolo[1,5-a]pyridin-2-yl)-2-azaspiro[3.5]non-2-yl)methanone OC1(CC(C1)C(=O)N1CC2(C1)CCC(CC2)C2=NN1C(CCCC1)=C2)C